CC1(OB(OC1(C)C)C=1C=C(CN2S(CCC2)(=O)=O)C=CC1)C 2-(3-(4,4,5,5-tetramethyl-1,3,2-dioxaborolan-2-yl)benzyl)isothiazolidine 1,1-dioxide